C(N)(=O)C1=CC=C(C(=C1C1=CC(=C(C=C1Cl)Cl)C(CNC1CCC(CC1)NC(OC(C)(C)C)=O)C1=CC=CC=C1)F)OCCOC tert-butyl ((1r,4r)-4-((2-(6'-carbamoyl-4,6-dichloro-2'-fluoro-3'-(2-methoxyethoxy)-[1,1'-biphenyl]-3-yl)-2-phenylethyl)amino)cyclohexyl)carbamate